FC(OC1=NC=NC(=C1)C)F 4-(difluoromethoxy)-6-methylpyrimidine